C(C)[C@H]1OC2=C(CN(C1)CC1=CC(=CC=3C=CSC31)C(CC(=O)O)C3=C(C1=C(N(N=N1)CCCS(=O)(=O)C)C=C3)C)N=C(C=C2)O 3-(7-{[(2R)-2-Ethyl-7-hydroxy-2,3-dihydropyrido[2,3-f][1,4]oxazepin-4(5H)-yl]methyl}-1-benzothiophen-5-yl)-3-{4-methyl-1-[3-(methylsulfonyl)propyl]-1H-benzotriazol-5-yl}propanoic acid